6-fluoro-3-(dicyanomethylene)indolone FC1=CC=C2C(C(NC2=C1)=O)=C(C#N)C#N